C(C)OC1=C(C=C(C=C1)C=CC)O ethoxy-5-(1-propenyl)phenol